(S)-1-(3-(5-(1-amino-1,3-dihydrospiro[indene-2,4'-piperidin]-1'-yl)-6-(hydroxymethyl)pyrazin-2-yl)prop-2-yn-1-yl)-1H-benzo[d]imidazole-6-carboxamide N[C@@H]1C2=CC=CC=C2CC12CCN(CC2)C=2N=CC(=NC2CO)C#CCN2C=NC1=C2C=C(C=C1)C(=O)N